C(C1=CC=CC=C1)C1=NC2=C(N1)C=CC(=C2)NC(CC2(CCCCC2)CNC(OC(C)(C)C)=O)=O tert-Butyl N-[[1-[2-[(2-benzyl-1H-benzimidazol-5-yl)amino]-2-oxo-ethyl]cyclohexyl]methyl]carbamate